ClC1=NC=C(C(=C1)C=1C(=NN(C1)C)C(=O)NC=1SC(=NN1)OC)OC 4-(2-chloro-5-methoxypyridin-4-yl)-N-(5-methoxy-1,3,4-thiadiazol-2-yl)-1-methyl-1H-pyrazole-3-carboxamide